[C@@]12(CNC[C@@H]2C1)C#CC1=C(C=C2C(=NC=NC2=C1)NC1=C(C(=C(C=C1)Cl)Cl)F)[N+](=O)[O-] 7-[2-[(1S,5R)-3-azabicyclo[3.1.0]hexan-1-yl]ethynyl]-N-(3,4-dichloro-2-fluoro-phenyl)-6-nitro-quinazolin-4-amine